(((9aR,10S)-10-((R)-(2,3-difluorophenyl)(3-fluorophenyl)methyl)-3,5-dioxo-3,5,8,9,9a,10-hexahydro-7H-pyrrolo[1',2':4,5]pyrazino[1,2-b]pyridazin-4-yl)oxy)methyl pivalate C(C(C)(C)C)(=O)OCOC1=C2N(N=CC1=O)[C@H]([C@@H]1N(C2=O)CCC1)[C@H](C1=CC(=CC=C1)F)C1=C(C(=CC=C1)F)F